C(C=C)N1N(C2=NC(=NC=C2C1=O)NC=1C=C2C(=NNC2=CC1)Cl)C1=CC=CC(=N1)OC1CCN(CC1)C(=O)OC(C)(C)C tert-butyl 4-((6-(2-allyl-6-((3-chloro-1H-indazol-5-yl)amino)-3-oxo-2,3-dihydro-1H-pyrazolo[3,4-d]pyrimidin-1-yl)pyridin-2-yl)oxy)piperidine-1-carboxylate